S(=O)(=O)=NC(C1=CC=CC=C1)=O Sulfonylbenzamide